NC1CC2C(C2C1)CS(=O)(=O)N1[C@H]2CC(C[C@@H]1CC2)NC(=O)C2=NOC(=C2)C2COC2 N-((1R,3r,5S)-8-(((3-Aminobicyclo[3.1.0]hexan-6-yl)methyl)sulfonyl)-8-azabicyclo[3.2.1]octan-3-yl)-5-(oxetan-3-yl)isoxazole-3-carboxamide